S1C=NC(=C1)CN1C(NC=CC1=O)=O 3-(thiazol-4-ylmethyl)pyrimidine-2,4(1H,3H)-dione